2-(1-Fluoro-cyclopropylmethyl)-5-[1-(2-fluoro-6-methyl-phenyl)-piperidin-4-yl]-7-(3-trifluoromethyl-pyridin-2-ylmethyl)-2,4,5,7-tetrahydro-pyrazolo[3,4-d]pyrimidin-6-on FC1(CC1)CN1N=C2N(C(N(CC2=C1)C1CCN(CC1)C1=C(C=CC=C1C)F)=O)CC1=NC=CC=C1C(F)(F)F